3-amino-4-((4-bromophenyl-ethyl)amino)-5-methoxybenzamide NC=1C=C(C(=O)N)C=C(C1NCCC1=CC=C(C=C1)Br)OC